C1(CC1)NC1=NC=NN2C1=CC=C2[C@@]2(O[C@@H]([C@H]([C@H]2O)O)CO)C#N (2R,3R,4S,5R)-2-(4-(cyclopropylamino)pyrrolo[2,1-f][1,2,4]triazin-7-yl)-3,4-dihydroxy-5-(hydroxymethyl)tetrahydrofuran-2-carbonitrile